C(C)OC(=O)C=1C=NN(C1)C1CCOCC1 1-(tetrahydro-2H-pyran-4-yl)-1H-pyrazole-4-carboxylic acid ethyl ester